Cl.ClCC=1N=CN(C1)C 4-(chloromethyl)-1-methyl-1H-imidazole hydrogen chloride